BrC1=C2N=C(C(=NC2=CC(=C1)F)C)N1CCC(CC1)(F)F 5-bromo-3-(4,4-difluoropiperidin-1-yl)-7-fluoro-2-methylquinoxaline